N-(2-(4-(((5-cyclobutoxy-1H-indol-2-yl)methyl)amino)butoxy)ethyl)-6-(4H-1,2,4-triazol-4-yl)-1H-indazol-4-amine C1(CCC1)OC=1C=C2C=C(NC2=CC1)CNCCCCOCCNC=1C=2C=NNC2C=C(C1)N1C=NN=C1